FC1(NC(C=2C1=NC(=CC2)NC2=NC=C(C(=C2)N[C@H](CO)C2=CC=CC=C2)C=2OC(=NN2)C)=O)F (S)-7,7-difluoro-2-((4-((2-hydroxy-1-phenylethyl)amino)-5-(5-methyl-1,3,4-oxadiazol-2-yl)pyridin-2-yl)amino)-6,7-dihydro-5H-pyrrolo[3,4-b]pyridin-5-one